C(O)(O)=O.C(O)(O)=O.OCC(O)CO.OCC(O)CO diglycerol biscarbonate